N[C@H](CCCNC(N)=N)C(=O)N[C@@H](CC1=C(C=C(C=C1C)O)C)C(=O)N[C@@H](CCCCN)C(=O)N[C@@H](CC1=CC=CC=C1)C(=O)N D-Arginyl-2,6-dimethyl-L-tyrosyl-L-lysyl-L-phenylalaninamide